COC(=O)C=1C=CC2=C(N(C(=N2)CN2CCC(=CC2=O)C=2C(=NC=CC2)OCC2=C(C=C(C=C2)Cl)F)C[C@H]2OCC2)C1 (S)-2-((2-((4-chloro-2-fluorobenzyl)oxy)-6'-oxo-3',6'-dihydro-[3,4'-bipyridin]-1'(2'H)-yl)methyl)-1-(oxetan-2-ylmethyl)-1H-benzo[d]imidazole-6-carboxylic acid methyl ester